5-(2-(5-methyl-1H-indol-3-yl)ethyl)-6-((tetrahydro-2H-pyran-4-yl)methyl)-5,6,7,8-tetrahydro-[1,3]dioxazolo[4,5-g]isoquinoline CC=1C=C2C(=CNC2=CC1)CCC1N(CCC=2C=C3C(=CC12)ONO3)CC3CCOCC3